N-[1-[2-(5-bromo-2-pyridyl)-1,2,4-triazol-3-yl]ethyl]-8-chloro-N-methyl-6-(trifluoromethyl)quinazolin-4-amine BrC=1C=CC(=NC1)N1N=CN=C1C(C)N(C1=NC=NC2=C(C=C(C=C12)C(F)(F)F)Cl)C